C(OC=1C=CC=2CC3=CC=CC=C3C2C1)(OC1=CC=C(C=C1)[N+](=O)[O-])=O fluoren-3-yl (4-nitrophenyl) carbonate